Methyl-4-(piperidin-4-yl)piperazine CN1CCN(CC1)C1CCNCC1